6-Chloro-2-{4-[4-(2-methoxyethyl)piperazin-1-yl]phenyl}-N-[(3S)-1-propylpyrrolidin-3-yl]-3H-imidazo[4,5-b]pyridin-7-amine ClC=1C(=C2C(=NC1)NC(=N2)C2=CC=C(C=C2)N2CCN(CC2)CCOC)N[C@@H]2CN(CC2)CCC